OC=1C=C2C=3CCNC(C3NC2=CC1)=O 6-hydroxy-1-oxo-3,4-dihydro-β-carboline